(5'S,7a'R)-5'-(3,5-difluorophenyl)-1-(5-methylpyrazine-2-carbonyl)tetrahydro-3'H-spiro[piperidine-4,2'-pyrrolo[2,1-b][1,3]oxazol]-3'-one FC=1C=C(C=C(C1)F)[C@@H]1CC[C@H]2OC3(C(N21)=O)CCN(CC3)C(=O)C3=NC=C(N=C3)C